S1N=C(C=N1)CCC(=O)O 3-(1,2,5-thiadiazol-3-yl)propanoic acid